2-(2-oxoethoxy)-5-(trifluoromethyl)pyridin O=CCOC1=NC=C(C=C1)C(F)(F)F